BrC1=NN(C=C1C(O)C1=NOC(=C1)CC)C (3-bromo-1-methyl-1H-pyrazol-4-yl)(5-ethylisoxazol-3-yl)methanol